C(CCC)C=1N(C2=C(C(=NC=3C=CC=CC23)N)N1)CC1=CC=C(C=C1)CNC1CCCCC1 2-butyl-1-(4-((cyclohexylamino)methyl)benzyl)-1H-imidazo[4,5-c]quinolin-4-amine